ClC1=CC=C(C=C1)C=1N=C(NC1C)CC=1SC=CC1 4-(4-Chlorophenyl)-5-methyl-2-(2-thienylmethyl)imidazole